C1(CC1)C=1C=CC(NC1)=O 5-cyclopropyl-1H-pyridin-2-one